CC1=C(NC=2N=CC=3C=CC(=CC3C21)C=2C=NN(C2)C)C2CCN(CC2)C 1-methyl-8-(1-methyl-1H-pyrazol-4-yl)-2-(1-methylpiperidin-4-yl)-3H-pyrrolo[2,3-c]isoquinoline